4-(8-((2-cyclopropyl-5-ethoxy-4'-fluoro-[1,1'-biphenyl]-4-yl)methyl)-2-oxo-1,3,8-triazaspiro[4.5]decan-3-yl)-N-(2-(2-hydroxyethoxy)ethyl)benzamide C1(CC1)C1=C(C=C(C(=C1)CN1CCC2(CN(C(N2)=O)C2=CC=C(C(=O)NCCOCCO)C=C2)CC1)OCC)C1=CC=C(C=C1)F